4-(1-naphthalenyl)benzeneamine C1(=CC=CC2=CC=CC=C12)C1=CC=C(C=C1)N